7-bromo-1-(2-propynylphenyl)quinazoline-2,4(1H,3H)-dione BrC1=CC=C2C(NC(N(C2=C1)C1=C(C=CC=C1)C#CC)=O)=O